BrC=1C(=NC(=NC1)NC=1C(=NC(=C(C1)CC)N1CCC(CC1)N1CCN(CC1)C)OC)NC=1C(=C2N=CC=NC2=CC1)NS(=O)(=O)C N-(6-((5-bromo-2-((5-ethyl-2-methoxy-6-(4-(4-methylpiperazin-1-yl)piperidin-1-yl)pyridin-3-yl)amino)pyrimidin-4-yl)amino)quinoxalin-5-yl)methanesulfonamide